tert-butyl (R)-3-(4-(3-(hydroxymethyl)isoxazol-5-yl)-N-(8-methylisoquinolin-1-yl)piperidine-1-carboxamido)-piperidine-1-carboxylate OCC1=NOC(=C1)C1CCN(CC1)C(=O)N(C1=NC=CC2=CC=CC(=C12)C)[C@H]1CN(CCC1)C(=O)OC(C)(C)C